FC(C1=C(CN2N=CC(=C2)NC(=O)C2=NOC(=C2)C2=C(C=C(C=C2)F)F)C=CC(=C1)C(F)(F)F)(F)F N-(1-(2,4-bis(trifluoromethyl)benzyl)-1H-pyrazol-4-yl)-5-(2,4-difluorophenyl)isoxazole-3-carboxamide